C1(CCC1)C1=CC(=C(C(=O)N2CCC(CC2)C2=C(C#N)C=CC=C2)C=C1C1=NN=C(N1)C(F)F)C (1-(4-cyclobutyl-5-(5-(difluoromethyl)-4H-1,2,4-triazol-3-yl)-2-methylbenzoyl)piperidin-4-yl)benzonitrile